1-(3-((4-((5-(benzo[d]thiazol-7-yl)-2-methoxyphenyl)amino)-7-methoxy-quinazolin-6-yl)oxy)azetidin-1-yl)prop-2-en-1-one S1C=NC2=C1C(=CC=C2)C=2C=CC(=C(C2)NC2=NC=NC1=CC(=C(C=C21)OC2CN(C2)C(C=C)=O)OC)OC